ClC1=C(C=C(COC2(COC2)C2=CC(=C(C=C2F)N=CN(C)CC)C)C=C1)F N'-(4-(3-((4-chloro-3-fluorobenzyl)oxy)oxetan-3-yl)-5-fluoro-2-methylphenyl)-N-ethyl-N-methylformimidamide